C(CCCCCCC)C=1S(C=CN1)=O n-octyl-thiazolone